Ethyl 2-(3-(4-(6-chloropyridazin-4-yl)phenyl)isoxazol-5-yl)-3-methylbutanoate ClC1=CC(=CN=N1)C1=CC=C(C=C1)C1=NOC(=C1)C(C(=O)OCC)C(C)C